bis(2-ethylhexyl)1-(3-(undec-10-ynoyloxy)propyl)-1H-1,2,3-triazole-4,5-dicarboxylate C(C)C(COC(=O)C=1N=NN(C1C(=O)OCC(CCCC)CC)CCCOC(CCCCCCCCC#C)=O)CCCC